ONC(=O)C1=NC=C(C=N1)N1CCN(CC1)S(=O)(=O)C1=CC2=CC=CC=C2C=C1 N-hydroxy-5-(4-(naphthalen-2-ylsulfonyl)piperazin-1-yl)pyrimidine-2-carboxamide